C(C)N1N=CC(=C1)NC=1N=C(C2=C(N1)NC=C2)O[C@@H]2CN(CC[C@H]2F)C(C=C)=O 1-((3R,4R)-3-((2-((1-ethyl-1H-pyrazol-4-yl)amino)-7H-pyrrolo[2,3-d]pyrimidin-4-yl)oxy)-4-fluoro-tetrahydropyridin-1-yl)prop-2-en-1-one